(3-((5-(4-aminophenyl)-1H-pyrazol-3-yl)amino)-4-methylphenyl)methanol NC1=CC=C(C=C1)C1=CC(=NN1)NC=1C=C(C=CC1C)CO